N1=CC=C2C=3C(=CC=C(C13)C(=O)N)CN2 4,5-dihydropyrrolo[2,3,4-de]quinoline-8-carboxamide